(1r,2r)-2-fluoro-N-(4-(6-(1-hydroxypropyl)-4-methylpyridin-3-yl)oxazolo[4,5-f]isoquinolin-8-yl)cyclopropane-1-carboxamide F[C@H]1[C@H](C1)C(=O)NC=1N=CC2=CC(=C3C(=C2C1)N=CO3)C=3C=NC(=CC3C)C(CC)O